ClC=1C(=CC(=NC1)OC)C1=CC(=NN1)C(=O)N1CCC(CC1)C(=O)NCC1(OCCCO1)C 1-(5-(5-chloro-2-methoxypyridin-4-yl)-1H-pyrazole-3-carbonyl)-N-((2-methyl-1,3-dioxan-2-yl)methyl)piperidine-4-carboxamide